C(#C)C1=CC(N(C=2N=C(N=CC21)NC2=CC=C(C=C2)N2CCC(CC2)N2CC(C2)(CO)F)C2=CC=CC=C2)=O 5-Ethynyl-2-[(4-{4-[3-fluoro-3-(hydroxymethyl)azetidin-1-yl]piperidin-1-yl}phenyl)amino]-8-phenylpyrido[2,3-d]pyrimidin-7-one